CC(CNCC1(COC1)C)(C)C N-(2,2-dimethylpropyl)-3-methyl-3-oxetanylmethylamine